(S)-5-Benzyl-N-(8-chloro-4-oxo-2,3,4,5-tetrahydrobenzo[b][1,4]oxazepin-3-yl)-4H-1,2,4-triazol-3-carboxamid C(C1=CC=CC=C1)C=1NC(=NN1)C(=O)N[C@@H]1C(NC2=C(OC1)C=C(C=C2)Cl)=O